ClC1=CC=C(C=C1)N(C(=O)N1C2CN(CC1CC2)CC2=C(N=C1N2C=CC=N1)C1=CC=C(C=C1)Cl)C(C)C N-(4-chlorophenyl)-3-{[2-(4-chlorophenyl)imidazo[1,2-a]pyrimidin-3-yl]methyl}-N-isopropyl-3,8-diazabicyclo[3.2.1]octane-8-carboxamide